BrC1=C(C=C2C(=CC=NC2=C1)C(=O)NCC(=O)N1CSC[C@H]1C#N)N1[C@H](COC[C@H]1C)C 7-Bromo-N-(2-((R)-4-cyanothiazolidin-3-yl)-2-oxoethyl)-6-((3S,5R)-3,5-dimethyl-morpholino)quinoline-4-carboxamide